3-(4-bromo-3-methyl-phenyl)-2,2-dichloro-3-methyl-cyclobutanone BrC1=C(C=C(C=C1)C1(C(C(C1)=O)(Cl)Cl)C)C